CC1=CC=CC(=N1)C1=NNC=C1C=1N=C2C(=CC=NC2=CC1)NC(CCN1CCOCC1)=O N-[6-[3-(6-methyl-2-pyridyl)-1H-pyrazol-4-yl]-1,5-naphthyridin-4-yl]-3-morpholino-propanamide